5-[2-(2-fluoro-6-methylsulfanyl-phenyl)ethynyl]pyrrolo[2,3-d]pyrimidine FC1=C(C(=CC=C1)SC)C#CC1=CN=C2NC=NC=C21